C1(=CC=CC=C1)C1=C(C=CC(=C1)C(=C)C)C(=C)C 2-phenyl-1,4-diisopropenylbenzene